3-(5-bromo-4-fluoro-3-methyl-2-oxo-1,3-benzodiazol-1-yl)piperidine-2,6-dione BrC1=C(C2=C(N(C(N2C)=O)C2C(NC(CC2)=O)=O)C=C1)F